(Z)-2-hydroxy-5-(5-((3-oxobenzo[b]thiophen-2(3H)-ylidene)methyl)furan-2-yl)benzoic acid OC1=C(C(=O)O)C=C(C=C1)C=1OC(=CC1)\C=C/1\C(C2=C(S1)C=CC=C2)=O